C1(CCCCC1)N[C@H](CC1CCCCC1)C(=O)N1[C@@H](CN(CC1)C(=O)OC1=C2CCNC(C2=CC=C1)=O)C(NCC=1SC=CC1)=O 1-oxo-1,2,3,4-tetrahydroisoquinolin-5-yl (3S)-4-(N,3-dicyclohexyl-D-alanyl)-3-[(thiophen-2-ylmethyl)carbamoyl]piperazine-1-carboxylate